C(CCCCCCCC=CC=CCCCC)=O 9,11-hexadecadienal